1-methyl-N-((5-(2-((2-methyl-6-(trifluoromethyl)-2H-pyrazolo[3,4-d]pyrimidin-4-yl)thio)acetyl)thiophen-2-yl)methyl)azetidine-3-carboxamide CN1CC(C1)C(=O)NCC=1SC(=CC1)C(CSC=1C=2C(N=C(N1)C(F)(F)F)=NN(C2)C)=O